NC1=C2C(=NC=N1)N(N=C2C2=CC=C(C=C2)CNC(=O)C=2NC1=CC=CC=C1C2)C2CCCC2 N-[[4-(4-Amino-1-cyclopentyl-pyrazolo[3,4-d]pyrimidin-3-yl)phenyl]methyl]-1H-indole-2-carboxamide